trans-2-(benzyloxymethyl)-3-methylcyclopropanecarboxylic acid C(C1=CC=CC=C1)OCC1C(C1C)C(=O)O